2-(8-(2-(pyridin-4-yl)pyrido[3,4-d]pyrimidin-4-yl)-2,8-diazaspiro[4.5]decan-2-yl)ethylamine hydrochloride Cl.N1=CC=C(C=C1)C=1N=C(C2=C(N1)C=NC=C2)N2CCC1(CCN(C1)CCN)CC2